BrC=1C(=C(OCCCC2CCN(CC2)CC(=O)OCC)C=CC1)C ethyl 2-(4-(3-(3-bromo-2-methylphenoxy)propyl)piperidin-1-yl)acetate